[Si](C)(C)(C(C)(C)C)OC(CCCNC(C1=CN=C(C=C1)F)=O)(P(OCC)(OCC)=O)P(OCC)(OCC)=O tetraethyl (1-((tert-butyldimethylsilyl)oxy)-4-(6-fluoronicotinamido) butane-1,1-diyl)bis(phosphonate)